C(C=C1C=C(C(C(=C1)C)=O)C)=C1C=C(C(C(=C1)C)=O)C 4,4'-(1,2-ethanediylidene)-bis(2,6-dimethyl-2,5-cyclohexadiene-1-one)